tert-butyl 4-((1-butyl-1H-tetrazol-5-yl)(3-hydroxyphenyl)methyl)piperazine-1-carboxylate C(CCC)N1N=NN=C1C(N1CCN(CC1)C(=O)OC(C)(C)C)C1=CC(=CC=C1)O